(S)-1',1'-Difluoro-2-(5-fluoro-2-pyridyl)-3-(1H-pyrazolo[3,4-b]pyridin-4-yl)spiro[4,7-dihydropyrazolo[5,1-c][1,4]oxazine-6,2'-cyclopropane] FC1([C@]2(C1)CN1C(CO2)=C(C(=N1)C1=NC=C(C=C1)F)C1=C2C(=NC=C1)NN=C2)F